2-(4-(trifluoromethyl)pyridin-3-yl)-4,5-dihydro-thiazol-4-ol FC(C1=C(C=NC=C1)C=1SCC(N1)O)(F)F